OC1=CC=C(C=C1O)C#CC1=CC=C(C=C1)Cl 4,5-dihydroxy-4'-chlorotolan